2,4-dichloro-N-(2-methyl-5-nitrophenyl)-5-(N-phenylsulfamoyl)benzamide ClC1=C(C(=O)NC2=C(C=CC(=C2)[N+](=O)[O-])C)C=C(C(=C1)Cl)S(NC1=CC=CC=C1)(=O)=O